C(COCC(=O)OCC)(=O)OCC diethyl diglycolate